Tetradec-9-yn-1-ol C(CCCCCCCC#CCCCC)O